C(C1=CC=CC=C1)OC1(C2=NN=C(C3=C(C=C(C(N(CCN(C(CC1)=O)C)C)=N3)C(F)(F)F)NC(OC(C)(C)C)=O)O2)C(F)(F)F tert-Butyl N-[6-benzyloxy-10,13-dimethyl-9-oxo-6,15-bis(trifluoromethyl)-19-oxa-3,4,10,13,18-pentazatricyclo[12.3.1.12,5]nonadeca-1(17),2,4,14(18),15-pentaen-17-yl]carbamate